S1C=CC=2NC=C(C21)C(=O)O 4H-Thieno[3,2-b]pyrrole-6-carboxylic acid